methyl 2-amino-4-chloro-6-oxo-piperidine-3-carboxylate NC1NC(CC(C1C(=O)OC)Cl)=O